4-[1-[2-[3-(difluoromethyl)-5-methyl-pyrazol-1-yl]acetyl]-4-piperidyl]-N-tetralin-1-yl-pyridine-2-carboxamide FC(C1=NN(C(=C1)C)CC(=O)N1CCC(CC1)C1=CC(=NC=C1)C(=O)NC1CCCC2=CC=CC=C12)F